1,3-dithiolan-2-one-4,5-dithiol S1C(SC(C1S)S)=O